4-[2-{[(3S,4R)-3-fluorotetrahydropyran-4-yl]amino}-8-(2,4,6-trichloroanilino)-9H-purin-9-yl]-1-methylcyclohexane-1-carboxamide F[C@@H]1COCC[C@H]1NC1=NC=C2N=C(N(C2=N1)C1CCC(CC1)(C(=O)N)C)NC1=C(C=C(C=C1Cl)Cl)Cl